n-dodecyl selenoether C(CCCCCCCCCCC)[Se]CCCCCCCCCCCC